phenanthro[3,2-d]imidazole C1=C2C3=CC=4N=CNC4C=C3C=CC2=CC=C1